6-fluoro-3-methyl-2,3-dihydrobenzofuran-5-carboxylic acid methyl ester COC(=O)C=1C(=CC2=C(C(CO2)C)C1)F